C(#N)N1C[C@H](CC1)C(=O)NC=1N=CN(C1)C1=CC(=C(C=C1)C#N)O[C@@H]1COCC1 (S)-1-cyano-N-(1-(4-cyano-3-(((S)-tetrahydrofurane-3-yl)oxy)phenyl)-1H-imidazol-4-yl)pyrrolidine-3-carboxamide